3-((2R,4S,5R)-5-((bis(4-methoxyphenyl)(phenyl)methoxy)methyl)-4-hydroxytetrahydrofuran-2-yl)-6-methylpyrimidine-2,4(1H,3H)-dione COC1=CC=C(C=C1)C(OC[C@@H]1[C@H](C[C@@H](O1)N1C(NC(=CC1=O)C)=O)O)(C1=CC=CC=C1)C1=CC=C(C=C1)OC